(8-((4-((2-methoxyethyl)amino)-3-(trifluoromethyl)-1H-pyrrolo[2,3-b]pyridin-6-yl)amino)-2,3-dihydrobenzo[b][1,4]dioxin-5-yl)(4-morpholinopiperidin-1-yl)methanone COCCNC1=C2C(=NC(=C1)NC1=CC=C(C3=C1OCCO3)C(=O)N3CCC(CC3)N3CCOCC3)NC=C2C(F)(F)F